5-(3,3-difluoropropyl)nicotinic acid FC(CCC=1C=NC=C(C(=O)O)C1)F